ethyl 7-chloro-2-(trifluoromethyl)-1H-benzo[d]imidazole-4-carboxylate ClC1=CC=C(C2=C1NC(=N2)C(F)(F)F)C(=O)OCC